(S)-3-(3,4-dihydroxybenzyl)-7-methyl-3,4-dihydro-1H-benzo[E][1,4]diazepine-2,5-dione OC=1C=C(C[C@@H]2NC(C3=C(NC2=O)C=CC(=C3)C)=O)C=CC1O